CC=1C(=C(C=C(C1)C(F)(F)F)O)C=1N=NC(=CC1)N[C@@H]1[C@H]2CC[C@H](CC1)N2C 3-methyl-2-(6-(((1r,2s,5s)-8-methyl-8-azabicyclo[3.2.1]oct-2-yl)amino)pyridazin-3-yl)-5-(trifluoromethyl)phenol